C(CCC)OC=1C(=CSC1)C=1N=NN(C1)C1C(NC(CC1)=O)=O 3-[4-(4-Butoxythiophen-3-yl)-1H-1,2,3-triazol-1-yl]piperidine-2,6-dione